NC1=NC=2C=CC(=CC2C2=C1C=NN2C)C(=O)N(N2C(CCC2)=O)CC=2SC1=C(N2)C=CC=C1 4-amino-N-(1,3-benzothiazol-2-ylmethyl)-1-methyl-N-(2-oxopyrrolidin-1-yl)pyrazolo[4,3-c]quinoline-8-carboxamide